NC[C@H](CC(=O)O)C[C@@H](COC1=CC(=CC=C1)OC)C (3s,5s)-3-aminomethyl-6-(3-methoxy-phenoxy)-5-methyl-hexanoic acid